3',4'-dihydro-2'H-spiro[indoline-3,1'-isoquinolin]-2-one C12(NCCC3=CC=CC=C13)C(NC1=CC=CC=C12)=O